[Mn].[Co].[Ni].[Li].[Ni] nickel lithium nickel-cobalt-manganese